2,3-Dimethyl-6-(2-(1-methyl-1H-pyrazol-4-yl)morpholino)-8-((1r,4r)-4-methylcyclohexyl)pyrimido[5,4-d]pyrimidin-4(3H)-one CC=1N(C(C2=C(N1)C(=NC(=N2)N2CC(OCC2)C=2C=NN(C2)C)C2CCC(CC2)C)=O)C